Dinatrium phosphit P([O-])([O-])O.[Na+].[Na+]